butanoic acid non-2-en-1-yl ester C(C=CCCCCCC)OC(CCC)=O